4-isopropylcyclohexane-1,2-dicarboxylic acid, calcium salt [Ca+2].C(C)(C)C1CC(C(CC1)C(=O)[O-])C(=O)[O-]